NC=1C(=NN(C1C(=O)N)C1=C(C=C(C=C1)CN)OCC)C(C)C 4-amino-1-(4-(aminomethyl)-2-ethoxyphenyl)-3-isopropyl-1H-pyrazole-5-carboxamide